FC(C1=CC(=NN1)CN(C(=O)NC1=CC(=C(C=C1)F)C(F)F)C=1C=NC(=CC1)OC)F 1-((5-(Difluoromethyl)-1H-pyrazol-3-yl)methyl)-3-(3-(difluoromethyl)-4-fluorophenyl)-1-(6-methoxypyridin-3-yl)urea